(P)-6-(4-(4-(aminomethyl)-8-chloro-1-oxo-1,2-dihydrophthalazin-6-yl)-1-methyl-1H-pyrazol-5-yl)-3-chloro-7-fluoro-8-methylquinoline-5-carbonitrile NCC1=NNC(C2=C(C=C(C=C12)C=1C=NN(C1C1=C(C=2C=C(C=NC2C(=C1F)C)Cl)C#N)C)Cl)=O